tert-Butyl rel-(2R)-2-(4-acetylpiperazin-1-yl)-2-(4-fluoro-2-{rel-(R)-cyclooctyl[(3-methylisoxazole-4-carbonyl)amino]methyl}-1H-benzimidazol-5-yl)acetate C(C)(=O)N1CCN(CC1)[C@@H](C(=O)OC(C)(C)C)C1=C(C2=C(NC(=N2)[C@H](NC(=O)C=2C(=NOC2)C)C2CCCCCCC2)C=C1)F |o1:9,24|